Lysine-2HCl Cl.Cl.N[C@@H](CCCCN)C(=O)O